CCCCC(C(=O)SCCNC(=O)CCNC(=O)[C@@H](C(C)(C)COP(=O)(O)OP(=O)(O)OC[C@@H]1[C@H]([C@H]([C@@H](O1)N2C=NC3=C(N=CN=C32)N)O)OP(=O)(O)O)O)O The molecule is a hydroxy fatty acyl-CoA that results from the formal condensation of the thiol group of coenzyme A with the carboxy group of 2-hydroxyhexanoic acid. It is a hydroxy fatty acyl-CoA and a medium-chain fatty acyl-CoA. It derives from a 2-hydroxyhexanoic acid. It is a conjugate acid of a 2-hydroxyhexanoyl-CoA(4-).